2,6-dimethoxy-4-methoxymethylphenol COC1=C(C(=CC(=C1)COC)OC)O